ClC1=NC(=C2C=CC=NC2=C1)C=1C=NC(=CC1)N1CCC(CC1)S(=O)(=O)C 7-Chloro-5-(6-(4-(methylsulfonyl)piperidin-1-yl)pyridin-3-yl)-1,6-naphthyridine